C(C)(C)(C)OC(CC[C@@H](C(=O)N)N1C(C2=CC=CC(=C2C1)O)=O)=O (S)-5-amino-4-(4-hydroxy-1-oxoisoindolin-2-yl)-5-oxopentanoic acid tert-butyl ester